4H-chromene-3-carboxylate O1C=C(CC2=CC=CC=C12)C(=O)[O-]